2-(5-formylthienothienyl)-5,6-di(4-octyldodecylphenoxy)benzothiadiazole C(=O)C=1SC2=C(C1)SC(=C2)N2SC1=C(N2)C=C(C(=C1)OC1=C(C=CC=C1)CCCC(CCCCCCCC)CCCCCCCC)OC1=C(C=CC=C1)CCCC(CCCCCCCC)CCCCCCCC